FC1=C(C=CC(=C1)F)C(C)N1C[C@@H](N(C[C@H]1C)C=1C2=C(N(C(N1)=O)C)C=CC(=N2)C#N)C 4-((2S,5R)-4-(1-(2,4-difluorophenyl)ethyl)-2,5-dimethylpiperazin-1-yl)-1-methyl-2-oxo-1,2-dihydropyrido[3,2-d]Pyrimidine-6-carbonitrile